[Cu].[Ba].[Sm] samarium-barium-copper